C(C1=CC=CC=C1)OC(=O)N1CC(CCC1)(C=1C=NN(C1)C)O 3-hydroxy-3-(1-methyl-1H-pyrazol-4-yl)piperidine-1-carboxylic acid benzyl ester